tert-Butyl (S)-(4-(dimethyl(oxo)-λ6-sulfaneylidene)-3-oxo-1-((1,1,1-trifluoro-2-methylpropan-2-yl)oxy)butan-2-yl)carbamate CS(=CC([C@H](COC(C(F)(F)F)(C)C)NC(OC(C)(C)C)=O)=O)(=O)C